3-chlorocarbonyl-bicyclo[1.1.1]pentane-1-carboxylic acid methyl ester COC(=O)C12CC(C1)(C2)C(=O)Cl